pentaerythritol tetrakis-[3-(3,5-di-tert-butyl-4-hydroxyphenyl)-propionate] C(C)(C)(C)C=1C=C(C=C(C1O)C(C)(C)C)CCC(=O)OCC(COC(CCC1=CC(=C(C(=C1)C(C)(C)C)O)C(C)(C)C)=O)(COC(CCC1=CC(=C(C(=C1)C(C)(C)C)O)C(C)(C)C)=O)COC(CCC1=CC(=C(C(=C1)C(C)(C)C)O)C(C)(C)C)=O